(3-trifluoromethyl-phenyl)-methanone FC(C=1C=C(C=CC1)C=O)(F)F